CN1C=NC(=C1C(F)(F)F)C(=O)O 1-methyl-5-(trifluoromethyl)-1H-imidazole-4-carboxylic acid